BrC1=CC(=C(C=O)C(=C1)OC)Cl 4-bromo-2-chloro-6-methoxy-benzaldehyde